2-(3-((5-hydroxypentyl)oxy)phenyl)acetic acid OCCCCCOC=1C=C(C=CC1)CC(=O)O